O(C1=CC=CC=C1)[Si](CCCC1C(=O)OC(CC1)=O)(OC1=CC=CC=C1)OC1=CC=CC=C1 3-(triphenoxysilyl)propylglutaric anhydride